BrC=1C=C(C2=C(N=CO2)C1)F 5-bromo-7-fluorobenzo[d]oxazol